OCC1=CC=C(C=C1)O 4-hydroxymethyl-phenol